C(C)(C)(C)[C@]12N(C[C@@H](N(C1)C(CCl)=O)C2)C(=O)O (1S,4S)-tert-butyl-5-(2-chloroacetyl)-2,5-diazabicyclo[2.2.1]heptane-2-carboxylic acid